[4-[2-(2,5-dioxopyrrolidin-1-yl)oxy-2-oxo-ethyl]phenyl] (Z)-octadec-9-enoate C(CCCCCCC\C=C/CCCCCCCC)(=O)OC1=CC=C(C=C1)CC(=O)ON1C(CCC1=O)=O